1-ethyl-3,3-difluoropiperidin-4-yl ((((2R,3S,4R,5S)-5-(4-aminopyrrolo[2,1-f][1,2,4]triazin-7-yl)-2-cyano-3,4-dihydroxytetrahydrofuran-2-yl)methoxy)(phenoxy) phosphoryl)-L-alaninate NC1=NC=NN2C1=CC=C2[C@H]2[C@@H]([C@@H]([C@@](O2)(C#N)COP(=O)(OC2=CC=CC=C2)N[C@@H](C)C(=O)OC2C(CN(CC2)CC)(F)F)O)O